N-(3-chloro-5-(methylsulfonamido)phenyl)-5-(3,5-difluoropyridin-2-yl)-1H-pyrrole ClC=1C=C(C=C(C1)NS(=O)(=O)C)N1C=CC=C1C1=NC=C(C=C1F)F